(S)-(2-(3-(3-chloropyridin-2-yloxy)pyrrolidin-1-yl)-5-(o-tolyloxy)phenyl)methanol (R)-1-(3,4-difluorophenyl)-3-cyano-propyl-methanesulfonate FC=1C=C(C=CC1F)[C@H](S(=O)(=O)OCC1=C(C=CC(=C1)OC1=C(C=CC=C1)C)N1C[C@H](CC1)OC1=NC=CC=C1Cl)CCCC#N